C(C=C)(=O)N1CC(CC1)CN1N=C(C=C1)NC=1SC(=CN1)C(=O)NC1=C(C=CC=C1C)Cl 2-((1-((1-acryloylpyrrolidin-3-yl)methyl)-1H-pyrazol-3-yl)amino)-N-(2-chloro-6-methylphenyl)thiazole-5-carboxamide